2-(4-propyl-phenyl)ethyl acrylate C(C=C)(=O)OCCC1=CC=C(C=C1)CCC